BrC=1C(=C2C(=NC1)N(C[C@]21C[C@H](CC1)N1C(OCC1)=O)CC1=CC=C(C=C1)OC)Cl |r| 3-((1RS,3SR)-5'-bromo-4'-chloro-1'-(4-methoxybenzyl)-1',2'-dihydrospiro[cyclopentane-1,3'-pyrrolo[2,3-b]pyridin]-3-yl)oxazolidin-2-one